ClC1=CC(=C(CO)C=C1)N1CCCC1 4-chloro-2-(pyrrolidin-1-yl)benzyl alcohol